ClC=1N(C(=C(C1C(=O)NC1=CC(=C(C=C1)F)C#N)C)C(C(N[C@H](C(F)(F)F)C)=O)=O)C (S)-2-chloro-N-(3-cyano-4-fluorophenyl)-1,4-dimethyl-5-(2-oxo-2-((1,1,1-trifluoroprop-2-yl)amino)acetyl)-1H-pyrrole-3-carboxamide